CC1S(N(C2=C(C1(C)C)C=CC=C2)C=2C=NC1=CC=CC=C1C2)(=O)=O 3,4,4-trimethyl-1-(quinolin-3-yl)-3,4-dihydro-1H-2,1-benzothiazine 2,2-dioxide